C(C)(C)(C)NC[C@@H](O)C1=CC=CC(=N1)C#N (R)-6-(2-(tert-butylamino)-1-hydroxyethyl)pyridinecarbonitrile